CCCCCCCCCCCCCCCC(=O)OC[C@H](COP(=O)([O-])OCCNC(=O)CCC)OC(=O)CCCCCCC/C=C\\C/C=C\\CCCCC The molecule is an N-acylphosphatidylethanolamine(1-) in which the N-acyl group is specified as butyryl while the phosphatidyl acyl groups at position 1 and 2 are specified as palmitoyl (hexadecanoyl) and linoleoyl (9Z,12Z-octadecadienoyl) respectively; major species at pH 7.3. It is a conjugate base of a N-butyryl-1-palmitoyl-2-linoleoyl-sn-glycero-3-phosphoethanolamine.